(1-phenyl-1H-indazol-6-yl)butane-1-sulfonamide methyl-(R)-2-(6-(2,5-dichloropyrimidin-4-yl)-4-fluoro-1-isopropyl-1H-benzo[d]imidazol-2-yl)pyrrolidine-1-carboxylate COC(=O)N1[C@H](CCC1)C1=NC2=C(N1C(C)C)C=C(C=C2F)C2=NC(=NC=C2Cl)Cl.C2(=CC=CC=C2)N2N=CC1=CC=C(C=C21)C(CCC)S(=O)(=O)N